CC=1C=C(CNC2=NC=C(C=N2)C(=O)N2C(CC2)C)C=C(C1)OC(F)(F)F (2-((3-methyl-5-(trifluoromethoxy)benzyl)amino)pyrimidin-5-yl)(2-methylazetidin-1-yl)methanone